5-[2-methyl-4-[[(2S,3S)-3-methylazetidin-2-yl]methoxy]pyrazol-3-yl]pyrazolo[1,5-a]pyridin CN1N=CC(=C1C1=CC=2N(C=C1)N=CC2)OC[C@H]2NC[C@@H]2C